2,4,6-trimethylphenylcarbonyl-diphenylphosphine oxide CC1=C(C(=CC(=C1)C)C)C(=O)P(C1=CC=CC=C1)(C1=CC=CC=C1)=O